The molecule is a 1-acyl-2-octadecanoyl-sn-glycero-3-phosphate(2-) obtained by deprotonation of the phosphate OH groups of 1-oleoyl-2-stearoyl-sn-glycero-3-phosphate. It is a conjugate base of a 1-oleoyl-2-stearoyl-sn-glycero-3-phosphate. CCCCCCCCCCCCCCCCCC(=O)O[C@H](COC(=O)CCCCCCC/C=C\\CCCCCCCC)COP(=O)([O-])[O-]